C(C1=CC=CC=C1)OC(=O)N1C[C@H](N(CC1)C(=O)OC(C)(C)C)C(=O)O (S)-4-((benzyloxy)carbonyl)-1-(tert-butoxycarbonyl)piperazine-2-carboxylic acid